(2S,5R,13aS)-N-(4-chloro-3-fluorobenzyl)-8-hydroxy-7,9-dioxo-2,3,4,5,7,9,13,13a-octahydro-2,5-methanopyrido[1',2':4,5]pyrazino[2,1-b][1,3]oxazepine-10-carboxamide ClC1=C(C=C(CNC(=O)C=2C(C(=C3N(C[C@@H]4O[C@H]5CC[C@@H](N4C3=O)C5)C2)O)=O)C=C1)F